(7S)-3-[(3aS,4R,6aR)-Octahydrocyclopenta[c]pyrrol-4-yl]-2-benzyl-7-methyl-3H,6H,7H,8H,9H-imidazo[4,5-f]chinolin C1NC[C@@H]2[C@H]1CC[C@H]2N2C(=NC1=C3CC[C@@H](NC3=CC=C12)C)CC1=CC=CC=C1